C(CCCCCCCC)C1=CC=C(C(C=NO)=C1)O 5-nonylsalicylaldoxime